2-(Methyl-(6-(1-methyl-1H-pyrazol-5-yl)-2,3-dihydrobenzofuran-3-yl)amino)-2-oxoacetic acid CN(C(C(=O)O)=O)C1COC2=C1C=CC(=C2)C2=CC=NN2C